CC(C)NC1=CC=CC=2C(C3=CC=CC=C3C(C12)=O)=O 1-[(1-methylethyl)amino]anthraquinone